[N+](=O)([O-])C=1C=C(C[C@H](N)C(=O)O)C=C(C1O)[N+](=O)[O-] 3,5-dinitro-tyrosine